N-((2S,3S,4R)-3,4-dihydroxy-1-(((2S,3R,4S,5R,6R)-3,4,5-trihydroxy-6-(hydroxymethyl)tetrahydro-2H-pyran-2-yl)oxy)octadecan-2-yl)hexacosanamide O[C@@H]([C@H](CO[C@H]1O[C@@H]([C@@H]([C@@H]([C@H]1O)O)O)CO)NC(CCCCCCCCCCCCCCCCCCCCCCCCC)=O)[C@@H](CCCCCCCCCCCCCC)O